C(C)(=O)N1CCC(CC1)C1=NC=2C(=NC=CC2C=2C=NN(C2)C(=O)NCC(F)(F)F)N1 4-(2-(1-acetylpiperidin-4-yl)-3H-imidazo[4,5-b]pyridin-7-yl)-N-(2,2,2-trifluoroethyl)-1H-pyrazole-1-carboxamide